OC[C@H]1N(CCC1)C(CC1=CC=C(C=C1)NC(=O)NCC1=CC=C(C=C1)Cl)=O N-(4-{2-[(2S)-2-(hydroxymethyl)pyrrolidinyl]-2-oxoethyl}phenyl){[(4-chlorophenyl)methyl]amino}carboxamide